C1(CC1)N1N=CC(=C1)[N+](=O)[O-] 1-cyclopropyl-4-nitro-1h-pyrazole